ClC=1C(=CC=C2N=CC(=NC12)C=1C=NN(C1)CC(=O)N1CC(CC1)OC)OC1=CC2=C(N=C(N2COCC[Si](C)(C)C)C)C=C1 2-[4-[8-chloro-7-[2-methyl-3-(2-trimethylsilylethoxymethyl)benzimidazol-5-yl]oxy-quinoxalin-2-yl]pyrazol-1-yl]-1-(3-methoxypyrrolidin-1-yl)ethanone